C(C)OC(=O)C1=CNC=2N(C1)N=CN2.NCCCOC2=C(C=CC=C2)C(=O)C2=CC=CC=C2 (2-(3-aminopropoxy)phenyl)(phenyl)methanone ethyl-4,7-dihydro-[1,2,4]triazolo[1,5-a]pyrimidine-6-carboxylate